BrC=1C(=C(SC1)C(=O)OC)NCCO[Si](C)(C)C(C)(C)C methyl 4-bromo-3-((2-((tert-butyldimethylsilyl)oxy)ethyl)amino)thiophene-2-carboxylate